ClC1=NC=CC(=C1Cl)C(=O)N 2,3-dichloropyridine-4-carboxamide